Natrium potassium [K].[Na]